N-(tert-butyl)-3-hydroxy-5-(5'-(methylsulfonamido)spiro[cyclohexane-1,3'-indoline]-1'-carbonyl)benzenesulfonamide C(C)(C)(C)NS(=O)(=O)C1=CC(=CC(=C1)C(=O)N1CC2(C3=CC(=CC=C13)NS(=O)(=O)C)CCCCC2)O